6-(2-amino-5-(3-((ethyl(methyl)amino)meth-yl)-2-fluoro-4-morpholinophenyl)-6-fluoropyridin-3-yl)-7-fluoro-3,4-dihydroisoquinolin-1(2H)-one NC1=NC(=C(C=C1C=1C=C2CCNC(C2=CC1F)=O)C1=C(C(=C(C=C1)N1CCOCC1)CN(C)CC)F)F